di-(1-propenyl) sulfide C(=CC)SC=CC